5-(dimethylphosphoryl)-N-(oxetan-3-yl)-2-(prop-2-yn-1-ylamino)benzamide CP(=O)(C)C=1C=CC(=C(C(=O)NC2COC2)C1)NCC#C